CC1=C(C=CC(=C1)C)C=1C=NC(=NC1)NS(=O)(=O)C1=CC=CC=C1 N-[5-(2,4-dimethylphenyl)pyrimidin-2-yl]benzenesulfonamide